(S,Z)-N-(4-((4-([1,2,4]triazolo[1,5-a]pyridin-7-yloxy)-2-methoxy-5-methylphenyl)amino)-7-methoxyquinazolin-6-yl)-2-fluoro-3-(1-methylpyrrolidin-2-yl)acrylamide N=1C=NN2C1C=C(C=C2)OC2=CC(=C(C=C2C)NC2=NC=NC1=CC(=C(C=C21)NC(/C(=C/[C@H]2N(CCC2)C)/F)=O)OC)OC